C(C)(C)(C)OC(=O)N1CCN(CCC1)CC1(CCN(CC1)CC1=CC=CC=C1)O 4-[(1-benzyl-4-hydroxypiperidin-4-yl)methyl]-1,4-diazacycloheptane-1-carboxylic acid tert-butyl ester